4-[3-(1,3-Benzooxazol-2-yloxy)phenyl]-2-cyclopropyl-7-(dimethylamino)-[1,3]thiazolo[4,5-d]pyrimidin-5-one O1C(=NC2=C1C=CC=C2)OC=2C=C(C=CC2)N2C(N=C(C1=C2N=C(S1)C1CC1)N(C)C)=O